2,2-dimethyl-3-((3-methylpyridin-2-yl)oxy)propanoic acid methyl ester COC(C(COC1=NC=CC=C1C)(C)C)=O